FC1=C2CC3C(C2=CC=C1F)(C=1C=CC=CC1C3)N3N1C(C(N(C3)CC3CCOCC3)=O)=C(C(C=C1)=O)O 1-(1,2-difluoro-9a,10-dihydroindeno[1,2-a]inden-4b(9H)-yl)-5-hydroxy-3-((tetrahydro-2H-pyran-4-yl)methyl)-2,3-dihydro-1H-pyrido[2,1-f][1,2,4]triazine-4,6-dione